C(C)(C)C1=CC(=NN1)NC1=NC(=CN=C1)C1CNCCC1 N-(5-isopropyl-1H-pyrazol-3-yl)-6-(piperidin-3-yl)pyrazin-2-amine